C1(CC1)[C@@H](CN1CC(C1)O)N(C(C1=CC=C(C=C1)F)=O)C (S)-N-(1-Cyclopropyl-2-(3-hydroxyazetidin-1-yl)ethyl)-4-fluoro-N-methylbenzamide